di-tert-butyl (2S,4S)-4-((2'-methyl-[1,1'-biphenyl]-4-carbonyl)oxy)pyrrolidine-1,2-dicarboxylate CC1=C(C=CC=C1)C1=CC=C(C=C1)C(=O)O[C@H]1C[C@H](N(C1)C(=O)OC(C)(C)C)C(=O)OC(C)(C)C